6-{[2-(but-3-en-1-yloxy)-6-chloro-4-methoxyphenyl]amino}-3-[5-(prop-2-en-1-yl)isoquinolin-4-yl]-1-[(2,4,5-trifluorophenyl)methyl]-1,3,5-triazine-2,4-dione C(CC=C)OC1=C(C(=CC(=C1)OC)Cl)NC1=NC(N(C(N1CC1=C(C=C(C(=C1)F)F)F)=O)C1=CN=CC2=CC=CC(=C12)CC=C)=O